5-(benzo[b]thiophen-2-yl)-2-(difluoromethoxy)-7-methylquinoxaline S1C2=C(C=C1C1=C3N=CC(=NC3=CC(=C1)C)OC(F)F)C=CC=C2